(E)-2-(2-(4-(diethylamino)-2-hydroxystyryl)-4H-chromen-4-ylidene)malononitrile C(C)N(C1=CC(=C(/C=C/C=2OC3=CC=CC=C3C(C2)=C(C#N)C#N)C=C1)O)CC